OC1=C(N(C=CC1=O)C1=CC=C(C=C1)[N+](=O)[O-])C 3-hydroxy-2-methyl-1-(4-nitrophenyl)pyridin-4(1H)-one